4-Vinyl-cyclohexene oxide C(=C)C1CC2C(CC1)O2